N(=[N+]=[N-])CCCCCCCCCCCCCCCCCCN(CCOCCOCCOCCOCCN1[C@@H]([C@H]([C@@H]([C@H](C1)O)O)O)CO)C (2R,3R,4R,5S)-1-(33-azido-15-methyl-3,6,9,12-tetraoxa-15-azatritriacontyl)-2-(hydroxymethyl)piperidine-3,4,5-triol